O=C1NC(C2=C3C=4C(=CC=C13)C1=CC(=CC=C1OC4C=C2)C2=CC=C(C=C2)C(F)(F)F)=O 1,3-dioxo-9-(4-(trifluoromethyl)phenyl)-1H-xantheno[2,1,9-def]isoquinoline